(S)-1-allyl-6-((4-((2-hydroxy-1-phenylethyl-2,2-d2)amino)-5-(3-(quinuclidin-4-yl)-1,2,4-oxadiazol-5-yl)pyrimidin-2-yl)amino)-1,2-dihydro-3H-indazol-3-one C(C=C)N1NC(C2=CC=C(C=C12)NC1=NC=C(C(=N1)N[C@H](C([2H])([2H])O)C1=CC=CC=C1)C1=NC(=NO1)C12CCN(CC1)CC2)=O